(5-methyl-4-nitro-1-(tetrahydro-2H-pyran-3-yl)-1H-pyrazol-3-yl-oxy)propan CC1=C(C(=NN1C1COCCC1)OCCC)[N+](=O)[O-]